4-(((2-(2-Chlorophenyl)thiazol-5-yl)methyl)amino)-2-(2,6-Dioxopiperidin-3-yl)isoindolin-1,3-dione ClC1=C(C=CC=C1)C=1SC(=CN1)CNC1=C2C(N(C(C2=CC=C1)=O)C1C(NC(CC1)=O)=O)=O